C1(CC1)N1N=C(N=C1)C=1C=CC(=C(N)C1)C 5-(1-cyclopropyl-1H-1,2,4-triazol-3-yl)-2-methylaniline